di-naphthyl-N,N'-diphenyl-benzidine ethyl-5-(3-methoxy-2-methylphenyl)-4-phenyl-1H-pyrrole-3-carboxylate C(C)OC(=O)C1=CNC(=C1C1=CC=CC=C1)C1=C(C(=CC=C1)OC)C.C1(=CC=CC2=CC=CC=C12)N(C1=CC=C(C2=CC=C(N(C3=CC=CC=C3)C3=CC=CC4=CC=CC=C34)C=C2)C=C1)C1=CC=CC=C1